3-(dimethyl-normal butylsilyl)-1-propene C[Si](CC=C)(CCCC)C